C(C)N(C1=C2C=CC=CC2=C(C=2C(OC(C21)=O)=O)O)CC 4-(diethylamino)-9-hydroxynaphtho[2,3-c]furan-1,3-dione